FC1=C2C3(CN(C(C2=CC=C1[C@@H]1[C@@H](C1)F)=O)CC(=O)NC1=NC=C(C=N1)F)CC3 2-(5'-fluoro-6'-((1r,2r)-2-fluorocyclopropyl)-1'-oxo-1'H-spiro[cyclopropane-1,4'-isoquinoline]-2'(3'H)-yl)-N-(5-fluoropyrimidin-2-yl)acetamide